(1R,3S,5R)-2-(2-(3-acetyl-7-methyl-5-(2-methylpyrimidin-5-yl)-1H-indazol-1-yl)acetyl)-N-(2-fluorobenzyl)-5-methyl-2-azabicyclo[3.1.0]hexane-3-carboxamide C(C)(=O)C1=NN(C2=C(C=C(C=C12)C=1C=NC(=NC1)C)C)CC(=O)N1[C@@H]2C[C@@]2(C[C@H]1C(=O)NCC1=C(C=CC=C1)F)C